COC=1C=C(C=CC1)NC1=NC(=CC(=N1)C(=O)N(C1=CC=CC=C1)C)NC(C)(CC(C)(C)C)C 2-((3-Methoxyphenyl)amino)-N-methyl-N-phenyl-6-((2,4,4-trimethylpentan-2-yl)amino)pyrimidine-4-carboxamide